C(C)(C)(C)OC(=O)N1C2CN(CC1C2)CC2=C(N=C1N2C=CC=C1)C1=CC=C(C=C1)Cl tert.-Butyl-3-{[2-(4-chlorophenyl)imidazo[1,2-a]-pyridin-3-yl]methyl}-3,6-diazabicyclo[3.1.1]heptan-6-carboxylat